{2-Amino-4-[(5-chloro-thiophen-2-ylmethyl)-methyl-amino]-phenyl}-carbamic acid ethyl ester C(C)OC(NC1=C(C=C(C=C1)N(C)CC=1SC(=CC1)Cl)N)=O